(N,N-diethylaminopropyl)dimethoxymethylsilane C(C)N(CC)CCC[SiH2]C(OC)OC